IC1=CC=2C(=NC=C(C2)C(=O)NC=2C(=NC=C(C2)NC(CN2[C@H](CCC2)C)=O)C)N1COCC[Si](C)(C)C (S)-2-iodo-N-(2-methyl-5-(2-(2-methylpyrrolidin-1-yl)acetamido)pyridin-3-yl)-1-((2-(trimethylsilyl)ethoxy)methyl)-1H-pyrrolo[2,3-b]pyridine-5-carboxamide